CCOC(=O)C1=C(NC(=C(C1C)C(=O)OCC)C)C The molecule is a dihydropyridine that is 2,4,6-trimethyl-1,4-dihydropyridine substituted by ethoxycarbonyl groups at positions 3 and 5. It has a role as a hepatic steatosis inducing agent. It is a dihydropyridine and an ethyl ester.